6-p-bromophenyl-4-(tert-butyldimethylsilyl)-1-hexen-5-yn-4-ol BrC1=CC=C(C=C1)C#CC(CC=C)(O)[Si](C)(C)C(C)(C)C